N1C(=NC2=C1C=CC=C2)C(N2C(C1=CC(=CC=C1C2)C2=C(C=C(C=C2)C2CCN(CC2)C)F)=O)C2=C(C=CC(=C2)F)O 2-[1H-benzimidazol-2-yl-(5-fluoro-2-hydroxy-phenyl)-methyl]-6-[2-fluoro-4-(1-methyl-4-piperidyl)phenyl]isoindolin-1-one